FC=1C=CC(=NC1)C=1C(C(=CNC1)C(=O)OC)=O methyl 5-(5-fluoro-2-pyridyl)-4-oxo-1H-pyridine-3-carboxylate